tetradecyl-benzene sodium [Na].C(CCCCCCCCCCCCC)C1=CC=CC=C1